ClC1=C(C=C2C=C(N=CC2=C1)NC(=O)C1C(C1)C#N)C1CCN(CC1)C1(COCC1O)C N-(7-chloro-6-(1-(4-hydroxy-3-methyltetrahydrofuran-3-yl)piperidin-4-yl)isoquinolin-3-yl)-2-cyanocyclopropane-1-carboxamide